1-(tert-butyl) 2-methyl (2R)-5-(3-(N-benzylmethylsulfonamido)phenyl)pyrrolidine-1,2-dicarboxylate C(C1=CC=CC=C1)N(S(=O)(=O)C)C=1C=C(C=CC1)C1CC[C@@H](N1C(=O)OC(C)(C)C)C(=O)OC